2-[7-[(3,5-difluoro-2-pyridyl)methyl]-2-azaspiro[3.5]nonane-2-carbonyl]-7-oxa-2,5-diazaspiro[3.4]octan-6-one FC=1C(=NC=C(C1)F)CC1CCC2(CN(C2)C(=O)N2CC3(C2)NC(OC3)=O)CC1